(R)-(2-(3-((3-carbamoyl-5-ethyl-6-isopropylpyrazin-2-yl)amino)phenyl)propyl)carbamic acid tert-butyl ester C(C)(C)(C)OC(NC[C@H](C)C1=CC(=CC=C1)NC1=NC(=C(N=C1C(N)=O)CC)C(C)C)=O